3-(7-(3-(methoxymethyloxy)naphthalen-1-yl)-2-(methylthio)-5,6,7,8-tetrahydroquinazolin-4-yl)-3,8-diazabicyclo[3.2.1]octane-8-carboxylic acid tert-butyl ester C(C)(C)(C)OC(=O)N1C2CN(CC1CC2)C2=NC(=NC=1CC(CCC21)C2=CC(=CC1=CC=CC=C21)OCOC)SC